1-(4-(6-amino-5-(tri-fluoromethoxy)pyridin-3-yl)-1-(bicyclo[1.1.1]-pentan-1-yl)-1H-imidazol-2-yl)-2-methyl-propan-1-ol NC1=C(C=C(C=N1)C=1N=C(N(C1)C12CC(C1)C2)C(C(C)C)O)OC(F)(F)F